(3S)-10-(2,4-difluorophenyl)-7-((3S,5R)-3,5-dimethylpiperazin-1-yl)-3-(ethoxymethyl)-9-(trifluoromethyl)-2H-[1,4]thiazino[2,3,4-ij]quinazolin-5(3H)-one FC1=C(C=CC(=C1)F)C1=C(C=C2C(=NC(N3C2=C1SC[C@@H]3COCC)=O)N3C[C@@H](N[C@@H](C3)C)C)C(F)(F)F